ClC1=CC=C(C(=N1)C(=O)OC)N[C@H](C)C1=CC(=CC=2C=3N(C(=NC12)N1CCC(CC1)(F)F)C=CN3)C methyl (R)-6-chloro-3-((1-(5-(4,4-difluoropiperidin-1-yl)-9-methylimidazo[1,2-c]quinazolin-7-yl)ethyl)amino)picolinate